5-(2,4-bis(1,1-dimethylpropyl)-phenylthio)-2-(2-hydroxy-3-tert-butyl-5-methylphenyl)-2H-benzotriazole CC(CC)(C)C1=C(C=CC(=C1)C(CC)(C)C)SC1=CC=2C(=NN(N2)C2=C(C(=CC(=C2)C)C(C)(C)C)O)C=C1